FC1=CC=C(C=C1)C(C(=O)N[C@H](C(=O)N[C@H](CCC(=O)O)C(=O)O)C(C)(C)C)(C)C ((S)-2-(2-(4-fluorophenyl)-2-methylpropanamido)-3,3-dimethylbutanoyl)-D-glutamic acid